Tert-butyl N-[(tert-butoxy)carbonyl]-N-(6-methyl-2-[(4-methyl-2-oxo-6-(2-phenylpyrrolidine-1-carbonyl)-1,2-dihydropyridin-1-yl)methyl]-1H-pyrrolo[3,2-b]pyridin-5-yl)carbamate C(C)(C)(C)OC(=O)N(C(OC(C)(C)C)=O)C1=C(C=C2C(=N1)C=C(N2)CN2C(C=C(C=C2C(=O)N2C(CCC2)C2=CC=CC=C2)C)=O)C